1-Decyl-3-methylimidazolium tetrafluoroborate F[B-](F)(F)F.C(CCCCCCCCC)N1C=[N+](C=C1)C